CC1=C(C=NC=2OCC(NC21)=O)NC(OC(C)(C)C)=O tert-butyl (8-methyl-2-oxo-2,3-dihydro-1H-pyrido[2,3-b][1,4]oxazin-7-yl)carbamate